NC=1N=NC(=CC1N1CCN(C2(CCC2)C1)C=1C=C(OC2CCN(CC2)C(=O)OCC2=CC=CC=C2)C=CC1)Cl benzyl 4-[3-[8-(3-amino-6-chloro-pyridazin-4-yl)-5,8-diazaspiro[3.5]nonan-5-yl]phenoxy]piperidine-1-carboxylate